1-[(8aS)-6-Chloro-5-(5-methyl-1H-indazol-4-yl)-8a,9,11,12-tetrahydropyrazino-[2',1':3,4][1,4]oxazepino[5,6,7-de]quinazolin-10(8H)-yl]-2-propen-1-one ClC1=C2C3=C(N=CN=C3C=C1C1=C3C=NNC3=CC=C1C)N1[C@H](CO2)CN(CC1)C(C=C)=O